N-(tert-butyl)-1-((1r,3r,5s)-8-(3-(trifluoromethyl)-1,2,4-oxadiazol-5-yl)-8-azabicyclo[3.2.1]octane-3-yl)piperidine-4-carboxamide C(C)(C)(C)NC(=O)C1CCN(CC1)C1C[C@H]2CC[C@@H](C1)N2C2=NC(=NO2)C(F)(F)F